1-(4,7-Diazaspiro[2.5]octan-4-yl)ethanone 2,2,2-trifluoroacetic acid salt FC(C(=O)O)(F)F.C1CC12N(CCNC2)C(C)=O